5-((2-amino-3-fluoropyridin-4-yl)methyl)-3,4-difluoro-2-((2-fluoro-4-iodophenyl)amino)-N-(3-methylbut-2-en-1-yl)benzamide NC1=NC=CC(=C1F)CC=1C(=C(C(=C(C(=O)NCC=C(C)C)C1)NC1=C(C=C(C=C1)I)F)F)F